3-Isocyanatopropylmethyl-dimethoxysilan N(=C=O)CCC[Si](OC)(OC)C